(Z)-4-(2,6-dimethylhept-1,5-dienyl)benzene-1,3-diol C/C(=C/C1=C(C=C(C=C1)O)O)/CCC=C(C)C